COC1=CC=C(C=C1)C1(C=CC2=C(O1)C=1C=3C=CC=C(C3C(=CC1C1=C2C(C=2C=C(C=CC21)C(F)(F)F)(C)C)Br)O)C2=CC=C(C=C2)OCCCC 6-(4-methoxyphenyl)-6-(4-butoxyphenyl)-9,9-dimethyl-1-hydroxy-15-bromo-11-trifluoromethyl-6H,9H-indeno[2',3':2,1]phenanthro[4,3-b]pyran